(3,5-bis(trifluoromethyl)phenyl)-1,2-phenylenediamine FC(C=1C=C(C=C(C1)C(F)(F)F)NC1=C(C=CC=C1)N)(F)F